4-(2-naphthyl)butanoate C1=C(C=CC2=CC=CC=C12)CCCC(=O)[O-]